ethyl 3-(bis(tert-butoxycarbonyl) amino)-2,3-dihydro-1H-indene-5-carboxylate C(C)(C)(C)OC(=O)N(C1CCC2=CC=C(C=C12)C(=O)OCC)C(=O)OC(C)(C)C